N1=C(C=CC=C1)C1CCCCCCCC1 pyridinylcyclononane